C(C)(=O)OC1C(NCC1O)CC1=CC=C(C=C1)OCC#C 4-Hydroxy-2-(4-propargyloxybenzyl)-pyrrolidin-3-yl acetate